N-[6-[(4-Fluorophenyl)-methylamino]-2-morpholino-3-pyridyl]-2-(4-fluorophenyl)-sulfanyl-acetamide FC1=CC=C(C=C1)N(C1=CC=C(C(=N1)N1CCOCC1)NC(C(C1=CC=C(C=C1)F)S)=O)C